C=C(C(=O)[O-])CC1=CC(=C(C(=C1)C(C)(C)C)O)C(C)(C)C methylene-(3,5-di-tert-butyl-4-hydroxyhydrocinnamate)